1-[(3R)-3-({4-[(3-methyl-4-{[1,2,4]triazolo[1,5-a]pyridin-7-yloxy}phenyl)amino]pyrido[3,2-d]pyrimidin-6-yl}amino)pyrrolidin-1-yl]prop-2-en-1-one CC=1C=C(C=CC1OC1=CC=2N(C=C1)N=CN2)NC=2C1=C(N=CN2)C=CC(=N1)N[C@H]1CN(CC1)C(C=C)=O